C1NCCC2=CC=C(C=C12)NC(C1=CC=CC=C1)=O N-(1,2,3,4-tetrahydro-7-isoquinolinyl)-benzamide